γ-anilinopropyltriethoxysilane rac-Methyl-(1R,3S)-3-(4-nitrophenoxy)cyclopentane-1-carboxylate COC(=O)[C@H]1C[C@H](CC1)OC1=CC=C(C=C1)[N+](=O)[O-].N(C1=CC=CC=C1)CCC[Si](OCC)(OCC)OCC |r|